N1(N=NC=C1)C[C@@H]1CN(C(O1)=O)C1=CC(=C(C(=C1)F)N1CCN(CC1)C1COC1)F (S)-5-((1H-1,2,3-triazol-1-yl)methyl)-3-(3,5-difluoro-4-(4-(oxetan-3-yl)piperazin-1-yl)phenyl)oxazolidin-2-one